C1(CC1)C=1C=C(C=O)C=CC1OC(F)(F)F 3-Cyclopropyl-4-(trifluoromethoxy)benzaldehyde